3-(5-bromo-1H-indazol-3-yl)butan-1-ol 2,2,2-Trifluoroethyl-(S)-3-((1,1'-biphenyl)-3-yl)-2-(methylamino)propanoate hydrochloride Cl.FC(C[C@](C(=O)OCCC(C)C1=NNC2=CC=C(C=C12)Br)(CC=1C=C(C=CC1)C1=CC=CC=C1)NC)(F)F